6-iodo-1-ethyl-1H-benzo[d]imidazole IC=1C=CC2=C(N(C=N2)CC)C1